FC(OC1=CC(=C(N)C(=C1)C(C)C)CC)F 4-(difluoromethoxy)-2-ethyl-6-isopropylaniline